butyl-[(3S)-3-(6-chloro-3-trimethylstannyl-pyrazolo[4,3-c]pyridin-1-yl)butoxy]-dimethyl-silane C(CCC)[Si](C)(C)OCC[C@H](C)N1N=C(C=2C=NC(=CC21)Cl)[Sn](C)(C)C